CC=1C(=C(C=C(C1)C(F)(F)F)O)C=1N=NC(=CC1)N1[C@H]2[C@@H](OCC1)CCN(C2)C 3-methyl-2-[6-[(4aR,8aS)-6-methyl-3,4a,5,7,8,8a-hexahydro-2H-pyrido[4,3-b][1,4]oxazin-4-yl]pyridazin-3-yl]-5-(trifluoromethyl)phenol